2-(3-chlorophenyl)-3,3-difluorooxetane-2-carbonitrile ClC=1C=C(C=CC1)C1(OCC1(F)F)C#N